N[C@@H]1C2=CC=CC=C2CC12CCN(CC2)C=2NC(C1=C(N2)NN=C1C1CC(C2=C(C=CC=C12)F)(C)C)=O 6-((S)-1-amino-1,3-dihydrospiro[indene-2,4'-piperidin]-1'-yl)-3-(4-fluoro-3,3-dimethyl-2,3-dihydro-1H-inden-1-yl)-1,5-dihydro-4H-pyrazolo[3,4-d]pyrimidin-4-one